BrC1=NC2=C(N1C(C)C)C=CC=C2C2=C(C=C(C=C2C)C)C 2-bromo-1-isopropyl-4-mesitylbenzoimidazole